2,6-dimethyl-1-oxo-1,2-dihydrobenzo[b][1,6]naphthyridine-4-carbaldehyde CN1C(C=2C=C3C(=NC2C(=C1)C=O)C(=CC=C3)C)=O